C=C1CCC(CC1)(C1CCCCC1)N 4-methylenebicyclohexylamine